C1COCCC12CCC(CC2)C(=O)N 3-oxaspiro[5.5]undecane-9-carboxamide